NC1=C(C(=O)NC2=CC=C(C=C2)C=2NCCN2)C=CC(=C1)C(=O)NC1=CC=C(C=C1)C=1NCCN1 2-amino-N1,N4-bis(4-(4,5-dihydro-1H-imidazol-2-yl)phenyl)terephthalamide